1-(p-tolyloxy)-6-azaspiro[3.4]octane C1(=CC=C(C=C1)OC1CCC12CNCC2)C